FC(C1=CC=C(C=C1)/C=C/C1CN(C1)C(=O)OC(C)(C)C)(F)F tert-Butyl 3-((E)-2-(4-(trifluoromethyl)phenyl)ethenyl)azetidine-1-carboxylate